FC1(CCN(CC1)C(=O)C1=C(C=C(C=C1)C=1N(C=C(N1)C)COCC[Si](C)(C)C)C1=NN(C=C1)C(C)C)F (4,4-difluoro-1-piperidyl)-[2-(1-isopropylpyrazol-3-yl)-4-[4-methyl-1-(2-trimethylsilylethoxymethyl)imidazol-2-yl]phenyl]methanone